2'-chloro-6-cyclopentyl-5'-methoxy-N-(5-methoxy-1,3,4-thiadiazol-2-yl)-(4,4'-bipyridine)-3-carboxamide ClC1=NC=C(C(=C1)C1=C(C=NC(=C1)C1CCCC1)C(=O)NC=1SC(=NN1)OC)OC